1-(2,6-dimethylphenoxy)-2-aminopropane hydrochloride Cl.CC1=C(OCC(C)N)C(=CC=C1)C